(S)-1-(7-(8-ethynyl-7-fluoro-3-(2-hydroxypropan-2-yl)naphthalen-1-yl)-8-fluoro-4-(methyl(pyrrolidin-2-ylmethyl)amino)pyrido[4,3-d]pyrimidin-2-yl)-4-methylpiperidin-4-ol C(#C)C=1C(=CC=C2C=C(C=C(C12)C1=C(C=2N=C(N=C(C2C=N1)N(C[C@H]1NCCC1)C)N1CCC(CC1)(O)C)F)C(C)(C)O)F